3-(5-bromo-2-thienyl)oxetan-3-ol (1-(2-(((1R,5S,6s)-3-azabicyclo[3.1.0]hexan-6-yl)oxy)-6-(4-fluorophenyl)pyridin-4-yl)ethyl)carbamate [C@@H]12CNC[C@H]2C1OC1=NC(=CC(=C1)C(C)NC(=O)OC1(COC1)C=1SC(=CC1)Br)C1=CC=C(C=C1)F